ClC=1C=NN(C1)C[C@@H](C)C=1N(C=2C(=C3CC[C@@H](N(C3=CC2)C(=O)OC)C)N1)[C@H]1CNCC1 methyl (S)-2-((R)-1-(4-chloro-1H-pyrazol-1-yl)propan-2-yl)-7-methyl-3-((R)-pyrrolidin-3-yl)-3,7,8,9-tetrahydro-6H-imidazo[4,5-f]quinoline-6-carboxylate